CN(C1=C(C(=O)N\N=C\C2=C(C=C(C(=O)OC)C=C2)F)C=CC=C1)C methyl (E)-4-((2-(2-(dimethylamino)benzoyl)hydrazineylidene)methyl)-3-fluorobenzoate